1,1-dimethyl-3-oxo-7-sulfonylisoindoline-2-carboxylic acid tert-butyl ester C(C)(C)(C)OC(=O)N1C(C=2C(CC=CC2C1=O)=S(=O)=O)(C)C